FC1=C(OC2=C(C=C(C=C2)NS(=O)(=O)CC)C2=C3C(=NC(=C2)C)N(C(=C3C)C)S(=O)(=O)CC3=CC=CC=C3)C=CC(=C1)F N-(4-(2,4-difluorophenoxy)-3-(2,3,6-trimethyl-1-toluenesulfonyl-1H-pyrrolo[2,3-b]pyridin-4-yl)phenyl)ethanesulfonamide